COC1=CC=C(CSC=2N=CC=3N(C2)C=CN3)C=C1 6-((4-methoxybenzyl)thio)imidazo[1,2-a]pyrazine